NC1=NN2C(N=CC(=C2)F)=C1C(=O)NC=1C=NC=C(C1N1CCC(CC1)C(=O)N1CCN(CC1)C)C 2-amino-6-fluoro-N-(5-methyl-4-(4-(4-methylpiperazine-1-carbonyl)piperidin-1-yl)pyridin-3-yl)pyrazolo[1,5-a]pyrimidine-3-carboxamide